(S)-benzyl (2-(2-(N,N-bis(4-methoxybenzyl)sulfamoyl)-4-iodo-3-(2-(4-methoxybenzyl)-2H-tetrazol-5-yl) phenylsulfonamido)-3-((tert-butyldimethylsilyl) oxy)propyl)carbamate COC1=CC=C(CN(S(=O)(=O)C2=C(C=CC(=C2C=2N=NN(N2)CC2=CC=C(C=C2)OC)I)S(=O)(=O)N[C@@H](CNC(OCC2=CC=CC=C2)=O)CO[Si](C)(C)C(C)(C)C)CC2=CC=C(C=C2)OC)C=C1